C(C)N(S(=O)(=O)C1=CC=C(C=C1)S(=O)(=O)N1CC(CCC1)CC(=O)OCC)CC ethyl 2-(1-((4-(N,N-diethylsulfamoyl)phenyl)sulfonyl) piperidin-3-yl)acetate